ClC1=C(C=CC(=C1)F)CC(=O)NC1=CC(=NC=C1)N(C(C)=O)C1=C(C=CC=C1)F N-{4-[2-(2-chloro-4-fluorophenyl)acetylamino]pyridin-2-yl}-N-(2-fluorophenyl)acetamide